tert-butyl ({(2R)-4-[3-bromo-6-nitro-2-(trifluoromethyl)phenyl]-1-methylpiperazin-2-yl}methyl)(methyl)carbamate BrC=1C(=C(C(=CC1)[N+](=O)[O-])N1C[C@@H](N(CC1)C)CN(C(OC(C)(C)C)=O)C)C(F)(F)F